BrC=1C=C2CCNC(C2=C(C1)O[C@H](C(F)(F)F)C)=O (S)-6-bromo-8-((1,1,1-trifluoropropan-2-yl)oxy)-3,4-dihydroisoquinolin-1(2H)-one